C(CCC)N(CCCC)CCC1=CC=CC=C1 N,N-dibutyl-phenethylamine